Cl.Cl.C1(CCC(CCC1)N)N Cycloheptane-1,4-diamine dihydrochloride